C1(=CC=CC=C1)N(C(OCCOC(N(C1=CC=CC=C1)C1=CC=CC=C1)=O)=O)C1=CC=CC=C1 ethane-1,2-diyl bis(diphenylcarbamate)